FC(CN1C(=NC=2C(=NC=CC21)C2=CC(=C(C=C2)C(=O)N2CCC(CC2)OC)F)C(F)(F)F)F (4-(1-(2,2-difluoroethyl)-2-(trifluoromethyl)-1H-imidazo[4,5-c]pyridin-4-yl)-2-fluorophenyl)(4-methoxypiperidin-1-yl)methanone